3-[(CYCLOPROPYLMETHYL)(PROPYL)AMINO]PROPANAL C1(CC1)CN(CCC=O)CCC